FC(C(=O)O)(F)F.CC=1N=C(NC1C)C1=NC=CC(=C1)C=1CN(CC1)C(C)=O 1-(3-(2-(4,5-Dimethyl-1H-imidazol-2-yl)pyridin-4-yl)-2,5-dihydro-1H-pyrrol-1-yl)ethanone trifluoroacetate salt